O=C1NN=C(C2=CC=CC=C12)CC1=CC=C(O1)C=1C=CC2=C(NC(=N2)NC(OC)=O)C1 Methyl (6-(5-((4-oxo-3,4-dihydrophthalazin-1-yl)methyl)furan-2-yl)-1H-benzoimidazol-2-yl)carbamate